4-((4-(4-chloro-3-(trifluoromethyl)phenoxy)-3,5-difluorobenzyl)oxy)-6-methoxy-1-methylpyrimidin-2(1H)-one ClC1=C(C=C(OC2=C(C=C(COC3=NC(N(C(=C3)OC)C)=O)C=C2F)F)C=C1)C(F)(F)F